(S)-5-(4'-fluoro-2-(trifluoromethyl)-[1,1'-biphenyl]-4-yl)-6-(methyl-d3)-3,6-dihydro-2H-1,3,4-oxadiazin-2-one FC1=CC=C(C=C1)C1=C(C=C(C=C1)C1=NNC(O[C@H]1C([2H])([2H])[2H])=O)C(F)(F)F